C1(CCC1)[C@@H](C)NC(=O)[C@@H]1CN(CC[C@H]1NC(=O)C=1N=NN(C1)C1=C(C=C(C=C1)F)F)CC1CC1 (3R,4R)-1-cyclopropylmethyl-4-{[1-(2,4-difluoro-phenyl)-1H-[1,2,3]triazole-4-carbonyl]-amino}-piperidine-3-carboxylic acid ((R)-1-cyclobutyl-ethyl)-amide